1-(4-(4-(4-fluorophenyl)oxazol-2-yl)piperidin-1-yl)-2-(3-methyl-1,2,4-oxadiazol-5-yl)ethan-1-one FC1=CC=C(C=C1)C=1N=C(OC1)C1CCN(CC1)C(CC1=NC(=NO1)C)=O